8-((3-hydroxypropyl)amino)-7-(3-methoxybenzyl)-1,3-dimethyl-3,7-dihydro-1H-purine-2,6-dione OCCCNC1=NC=2N(C(N(C(C2N1CC1=CC(=CC=C1)OC)=O)C)=O)C